C(CCC)[N+]1=NN(C=C1)C 1-butyl-3-methyl-1,2,3-triazolium